NC[C@H](C)N(C([C@@H](CC(=O)OC(C)(C)C)CC1=CC=CC=C1)=O)C tert-butyl (R)-4-(((S)-1-aminopropan-2-yl)(methyl)amino)-3-benzyl-4-oxobutanoate